C(C)(=O)C1=C(C2=C(N=C(N=C2)NC2=CC=C(C=N2)N2CCN(CC2)C(CCCC(=O)NC2=C(C(=O)NC=3SC(=C(N3)C)C)C=CC=C2)=O)N(C1=O)C1CCCC1)C 2-(5-(4-(6-((6-acetyl-8-cyclopentyl-5-methyl-7-oxo-7,8-dihydropyrido[2,3-d]pyrimidin-2-yl)amino)pyridin-3-yl)piperazin-1-yl)-5-oxopentanamido)-N-(4,5-dimethylthiazol-2-yl)benzamide